4-iodo-N-(4-(trifluoromethoxy)phenyl)benzenesulfonamide IC1=CC=C(C=C1)S(=O)(=O)NC1=CC=C(C=C1)OC(F)(F)F